Cl.C(#N)CC1(CN(C1)C1=CC(=C(C(=O)N[C@H](C(F)(F)F)C)C=C1F)F)N1N=CC(=C1)C=1C(=NNC1C)C (S)-4-(3-(cyanomethyl)-3-(3',5'-dimethyl-1H,1'H-[4,4'-bipyrazol]-1-yl)azetidin-1-yl)-2,5-difluoro-N-(1,1,1-trifluoropropan-2-yl)benzamide hydrochloric acid salt